NC(C(=O)N1CCN(CC1)C1=CC=CC=N1)C1=CC=C(C=C1)F 6-(4-(2-amino-2-(4-fluorophenyl)acetyl)piperazin-1-yl)pyridine